OCCC=1C(=CNC1)C(=O)O 4-(2-hydroxyethyl)-1H-pyrrole-3-carboxylic acid